(3-methylphenyl)methyldimethoxysilane CC=1C=C(C=CC1)C[SiH](OC)OC